N-tert-butyl-8-cyano-7-methoxy-N-methyl-1-(thien-3-yl)-1,4-dihydrobenzopyrano[4,3-c]Pyrazole-3-carboxamide C(C)(C)(C)N(C(=O)C=1C2=C(N(N1)C1=CSC=C1)C1=C(OC2)C=C(C(=C1)C#N)OC)C